C(C)(=O)N1[C@@H](CCC1)C(=O)N(C)OC (S)-1-acetyl-N-methoxy-N-methylpyrrolidine-2-carboxamide